CC[C@H](C)C(=O)C1=C2C(=C3C(=C1O)C(=CC(=O)O3)C4=CC=CC=C4)C=C(O2)C(C)(C)O The molecule is a furanocoumarin that is 2H-furo[2,3-h]chromen-2-one substituted by a hydroxy group at position 5, 2-hydroxypropan-2-yl group at position 8, a 2-methylbutanoyl group at position 6 and a phenyl group at position 4. Isolated from the bark of Ochrocarpos punctatus, it exhibits cytotoxicity against the A2780 ovarian cancer cell line. It has a role as a metabolite and an antineoplastic agent. It is a furanocoumarin, a member of phenols and a tertiary alcohol.